Cl.C(CCCC)N(CCCCC)CCCCC Tripentylamine hydrochloride